C(C)(C)N1N=CC(=CC1=O)S(=O)(=O)Cl 1-isopropyl-6-oxo-1,6-dihydropyridazine-4-sulfonyl chloride